2-((2-((4-(4-(3-(2,4-dioxotetrahydropyrimidin-1(2H)-yl)benzyl)piperazin-1-yl)-2-isopropoxy-5-methylphenyl)amino)-5-(trifluoromethyl)pyridin-4-yl)amino)-N-methylbenzamide O=C1N(CCC(N1)=O)C=1C=C(CN2CCN(CC2)C2=CC(=C(C=C2C)NC2=NC=C(C(=C2)NC2=C(C(=O)NC)C=CC=C2)C(F)(F)F)OC(C)C)C=CC1